N-(6-(4-chloro-1H-pyrrolo[2,3-b]pyridin-5-yl)imidazo[1,2-a]pyridin-2-yl)-2-fluorocyclopropanecarboxamide ClC1=C2C(=NC=C1C=1C=CC=3N(C1)C=C(N3)NC(=O)C3C(C3)F)NC=C2